FC1(CCN(CC1)C1=NC=CC=C1F)C(=O)N1CCOC2=C(C1)C=NC=C2C#N 4-[4-fluoro-1-(3-fluoro-2-pyridyl)piperidine-4-carbonyl]-3,5-dihydro-2H-pyrido[3,4-f][1,4]oxazepine-9-carbonitrile